nitro-3-vinyl-benzene [N+](=O)([O-])C1=CC(=CC=C1)C=C